5-(2-chlorobenzyl)-3-cyclopropyl-4-oxo-4,5,6,7-tetrahydropyrazolo[1,5-a]pyrazine-2-carboxylic acid ethyl ester C(C)OC(=O)C1=NN2C(C(N(CC2)CC2=C(C=CC=C2)Cl)=O)=C1C1CC1